2,2-bis(hydroxymethyl)malonic acid diethyl ester C(C)OC(C(C(=O)OCC)(CO)CO)=O